C(C)OC(=O)C=1N=C(SC1CCCOC1=CC=CC=C1)NC=1N=NC(=C(C1C)C)NC=1SC2=C(N1)C=CC=C2 ({6-[(1,3-benzothiazol-2-yl)amino]-4,5-Dimethylpyridazin-3-yl}amino)-5-(3-phenoxypropyl)-1,3-thiazole-4-carboxylic acid ethyl ester